tetra-n-octyl-diglycolamide C(CCCCCCC)C(OC(C(=O)N)(CCCCCCCC)CCCCCCCC)(C(=O)N)CCCCCCCC